C[C@@H]1C=C(CCN1C(=O)OC(C)(C)C)B1OC(C(O1)(C)C)(C)C tert-butyl (R)-6-methyl-4-(4,4,5,5-tetramethyl-1,3,2-dioxaborolan-2-yl)-3,6-dihydropyridine-1(2H)-carboxylate